1,1,1-trifluoro-3-hydroxypropan-2-yl 4-(7-fluoro-4,5-dihydropyrazolo[1,5-a]quinolin-2-yl)piperidine-1-carboxylate FC=1C=C2CCC=3N(C2=CC1)N=C(C3)C3CCN(CC3)C(=O)OC(C(F)(F)F)CO